OC1=C(C=O)C=CC(=C1O)O 2,3,4-TRIHYDROXYBENZALDEHYDE